4-(trifluoromethyl)-2-{[2-(trimethylsilyl)ethoxy]methyl}pyridazin FC(C1=CN(NC=C1)COCC[Si](C)(C)C)(F)F